3-(2-(2-methoxyethoxy)ethoxy)benzaldehyde COCCOCCOC=1C=C(C=O)C=CC1